NC1=C(C(NC2=C(C=CC=C12)C1=NC=C(C=C1F)F)=O)C(=O)NCCC 4-Amino-8-(3,5-difluoro-2-pyridyl)-2-oxo-N-propyl-1H-quinoline-3-carboxamide